BrC1=NC=CC(=C1SC)OC 2-bromo-4-methoxy-3-(methylthio)pyridine